N-(4-aminophenyl)-2-morpholinoacetamide NC1=CC=C(C=C1)NC(CN1CCOCC1)=O